(S)-3-(4-amino-4,6-dihydrospiro[cyclopenta[d]thiazole-5,4'-piperidin]-1'-yl)-5-methyl-6-(2-oxoindolin-7-yl)pyrazine-2-carbonitrile N[C@@H]1C=2N=CSC2CC12CCN(CC2)C=2C(=NC(=C(N2)C)C=2C=CC=C1CC(NC21)=O)C#N